3,4,5-TRIMETHOXYPHENYLISOCYANIDE COC=1C=C(C=C(C1OC)OC)[N+]#[C-]